1-[2-[4-(7-Azaspiro[3.5]nonan-2-ylsulfonyl)-2-methyl-anilino]-5-(trifluoromethyl)pyrimidin-4-yl]-4-methyl-piperidin-4-ol C1C(CC12CCNCC2)S(=O)(=O)C2=CC(=C(NC1=NC=C(C(=N1)N1CCC(CC1)(O)C)C(F)(F)F)C=C2)C